5-bromo-2-hydroxy-3-methylpyridine BrC=1C=C(C(=NC1)O)C